C=C1CC(=C(C=C1)N=C=N)N=C=N 4-methylenephenylenedicarbodiimide